FC1=C(C=CC=C1)C1=CC(=CC=C1)COC1=NC=2CCN(CC2C=C1)CC(=O)O 2-(2-((2'-fluoro-[1,1'-biphenyl]-3-yl)methoxy)-7,8-dihydro-1,6-naphthyridin-6(5H)-yl)acetic acid